6-chloro-2-(2-(difluoromethyl)phenyl)-1H-pyrrolo[2,3-b]pyridine-1-carboxylic acid tert-butyl ester C(C)(C)(C)OC(=O)N1C(=CC=2C1=NC(=CC2)Cl)C2=C(C=CC=C2)C(F)F